3,4-dimethoxypyridine COC=1C=NC=CC1OC